n-ethoxy-4-((3-(5-fluoropyrimidin-2-yl)-2-methoxyphenyl)amino)-6-((5-(trifluoromethyl)pyridin-3-yl)amino)nicotinamide C(C)ONC(C1=CN=C(C=C1NC1=C(C(=CC=C1)C1=NC=C(C=N1)F)OC)NC=1C=NC=C(C1)C(F)(F)F)=O